BrC1=CC=C(C=C1)C12C(C3=C(C=NC=C3OC)O1)(C(C(C2C2=CC=CC=C2)CNCC=2C=NC=CC2)O)O 7a-(4-bromophenyl)-4-methoxy-7-phenyl-6-(((pyridin-3-ylmethyl)amino)methyl)-5,6,7,7a-tetrahydro-4bH-cyclopenta[4,5]furo[2,3-c]pyridine-4b,5-diol